NC1=CC(=C(OC2=C(C=C(C=C2CCC)C2(C3=CC=CC=C3C=3C=CC=CC23)C2=CC(=C(C(=C2)CCC)OC2=C(C=C(C=C2)N)C(C)(C)C)CCC)CCC)C=C1)C(C)(C)C 9,9-bis[4-(4-amino-2-tert-butylphenoxy)-3,5-di-n-propylphenyl]fluorene